5-bromo-N'-((5-(4-nitrophenyl)furan-2-yl)methylene)nicotinhydrazide BrC=1C=NC=C(C(=O)NN=CC=2OC(=CC2)C2=CC=C(C=C2)[N+](=O)[O-])C1